C(C)(C)C1=C(C#N)C=CC(=C1)OC1=NC=C(C=C1)N1C2=NC=NC=C2NC1=O 2-isopropyl-4-[[5-(8-oxo-7H-purin-9-yl)-2-pyridyl]oxy]benzonitrile